2,4-diAminotoluene NC1=C(C)C=CC(=C1)N